(S)-3-amino-3-(3-(trifluoromethoxy)phenyl)propionitrile hydrochloride Cl.N[C@@H](CC#N)C1=CC(=CC=C1)OC(F)(F)F